C[C@@H]1[C@H](C1)C(=O)N (1S,2S)-2-methylcyclopropane-1-carboxamide